(1R)-2-[4,6-bis(trifluoromethyl)-1,3,5-triazin-2-yl]-6-chloro-1-{[(4S)-1,3-dioxolan-4-yl]methyl}-2,3,4,9-tetrahydro-1H-pyrido[3,4-b]indole FC(C1=NC(=NC(=N1)C(F)(F)F)N1[C@@H](C=2NC3=CC=C(C=C3C2CC1)Cl)C[C@@H]1OCOC1)(F)F